6-(3,5-dimethyl-4-(3-(trifluoromethyl)quinoxalin-2-yl)-1H-pyrazol-1-yl)hexan-1-amine CC1=NN(C(=C1C1=NC2=CC=CC=C2N=C1C(F)(F)F)C)CCCCCCN